O1C(C=CC2=CC=CC=C12)=O 2-Chromone